4-chloro-7-nitro-1,2,3-benzoxadiazole ClC1=CC=C(C2=C1N=NO2)[N+](=O)[O-]